2-chloroquinoxaline-3-formaldehyde ClC1=NC2=CC=CC=C2N=C1C=O